di-menthyl tartrate C(=O)(OC1CC(CCC1C(C)C)C)C(O)C(O)C(=O)OC1CC(CCC1C(C)C)C